3-(8-amino-2-(2-fluoro-6-(1-methyl-1H-pyrazol-4-yl)benzyl)-[1,2,4]triazolo[1,5-a]pyrazin-6-yl)-2-fluorobenzonitrile NC=1C=2N(C=C(N1)C=1C(=C(C#N)C=CC1)F)N=C(N2)CC2=C(C=CC=C2C=2C=NN(C2)C)F